CN(C(C(=O)O)C)C(C)C 2-[METHYL(PROPAN-2-YL)AMINO]PROPANOIC ACID